NC1=C(OC2=NC(=CC=C21)C)C(=O)O 3-amino-6-methylfuro[2,3-B]pyridine-2-carboxylic acid